tert-butyl N-(3-[1,1-difluoro-3-[(methylcarbamothioyl)aminocarbamoyl] propan-2-yl]phenyl)carbamate FC(C(CC(NNC(NC)=S)=O)C=1C=C(C=CC1)NC(OC(C)(C)C)=O)F